C(\C=C\CC\C=C/CC)OC(CCCCCCCCCCC)=O dodecanoic acid (2E,6Z)-2,6-nonadien-1-yl ester